5-(1H-pyrazol-4-yl)-2-{6-[(pyrrolidin-3-yl)amino][1,3]thiazolo[4,5-c]pyridazin-3-yl}phenol N1N=CC(=C1)C=1C=CC(=C(C1)O)C1=CC2=C(N=N1)N=C(S2)NC2CNCC2